CC(CO)=CC(CC=C(C)C)C 2,4,7-trimethyloctan-2,6-dien-1-ol